CC(C(=O)O)(C(=O)OC)N The molecule is a dicarboxylic acid monoester that is alanine in which the hydrogen at position 2 is substituted by a methoxycarbonyl group. It is a methyl ester, a dicarboxylic acid monoester, an alpha-amino acid ester and an alanine derivative.